BrC1=CC=C(C=C1)C(CCCCC)=O 1-p-bromophenylhexane-1-one